C1(CCCCC1)C1(CC2(CN(C2)C(=O)OC(C)(C)C)C1)O tert-butyl 6-cyclohexyl-6-hydroxy-2-azaspiro[3.3]heptane-2-carboxylate